bis-[(dimethylamino)methyl]phenol CN(C)CC=1C(=C(C=CC1)O)CN(C)C